CC1(C2=NC=NC2=NC=N1)NC 6,N6-dimethyladenine